((1R,2R)-6,7-difluoro-2-hydroxy-4,4-dimethyl-1,2,3,4-tetrahydronaphthalen-1-yl)-3-(5-methyl-6-(2-methylpyrimidin-5-yl)-2-(tetrahydro-2H-pyran-4-yl)pyridin-3-yl)urea FC=1C=C2C(C[C@H]([C@@H](C2=CC1F)NC(=O)NC=1C(=NC(=C(C1)C)C=1C=NC(=NC1)C)C1CCOCC1)O)(C)C